2-[3-(1,3-Bis-tert-butoxycarbonyl-propyl)-ureido]pentanedioic Acid 1-tert-Butyl Ester C(C)(C)(C)OC(C(CCC(=O)O)NC(=O)NC(CCC(=O)OC(C)(C)C)C(=O)OC(C)(C)C)=O